tert-butyl 3-{4-[7'-(2-methylcyclopentyl)-6'-oxospiro[cyclopropane-1,5'-pyrrolo[2,3-d]pyrimidin]-2'-ylamino]piperidin-1-ylsulfonyl}piperidine-1-carboxylate CC1C(CCC1)N1C(C2(C3=C1N=C(N=C3)NC3CCN(CC3)S(=O)(=O)C3CN(CCC3)C(=O)OC(C)(C)C)CC2)=O